C(C=C)(=O)N1[C@@H]([C@H](C1)C1=CC=C(C=C1)Br)C(=O)NC=1C=CC=C2C=CC=NC12 (2S,3S)-1-acryloyl-3-(4-bromophenyl)-N-(quinolin-8-yl)azetidine-2-carboxamide